[2-(3-benzyloxy-1-fluoro-cyclobutyl)-4-(trifluoromethyl)thiazol-5-yl]-tributyl-stannane C(C1=CC=CC=C1)OC1CC(C1)(F)C=1SC(=C(N1)C(F)(F)F)[Sn](CCCC)(CCCC)CCCC